(S)-N-((R)-2-(3-chloro-4-(3-methyl-2-oxo-2,3-dihydrobenzo[d]oxazol-5-yl)phenyl)-1-cyanoethyl)-1,4-oxazolidine-2-carboxamide ClC=1C=C(C=CC1C=1C=CC2=C(N(C(O2)=O)C)C1)C[C@H](C#N)NC(=O)[C@H]1OCNC1